C[C@H]1N(CCN(C1)C=1SC2=C(N1)SC(=C2)C(N[C@@H]2[C@H](C2)C)=O)C(=O)OC methyl (R)-2-methyl-4-(5-(((1S,2S)-2-methylcyclopropyl)carbamoyl)thieno[2,3-d]thiazol-2-yl)piperazine-1-carboxylate